5-bromo-1-methyl-1H-benzo[d]imidazol-4-amine BrC1=C(C2=C(N(C=N2)C)C=C1)N